N1C(=CC=2C=NC=CC21)CNC(CC2=CC(=NC=C2C2=CC=CC=C2)NCCCC2=CC=CC=C2)=O N-((1H-pyrrolo[3,2-c]pyridine-2-yl)methyl)-2-(5-phenyl-2-((3-phenylpropyl)amino)pyridine-4-yl)acetamide